NC=1N=NC(=CC1N1N=CC(=C1)N1CCN(CC1)C1CCC(CC1)C1=CC=CC2=C1OCCN2[C@@H]2C(NC(CC2)=O)=O)C2=C(C(=CC=C2)F)O (S)-3-(8-((1r,4S)-4-(4-(1-(3-amino-6-(3-fluoro-2-hydroxyphenyl)pyridazin-4-yl)-1H-pyrazol-4-yl)piperazin-1-yl)cyclohexyl)-2,3-dihydro-4H-benzo[b][1,4]oxazin-4-yl)piperidine-2,6-dione